FC=1C=NN2C1C(NC1=C(C(=CC=C21)CN2CC=1N=C(SC1C2)C=2C=CC(=NC2)C(=O)NC)F)=O 5-(5-((3,6-difluoro-4-oxo-4,5-dihydropyrazolo[1,5-a]quinoxalin-7-yl)methyl)-5,6-dihydro-4H-pyrrolo[3,4-d]thiazol-2-yl)-N-methylpicolinamide